C(C=C)(=O)N1C[C@H](N([C@H](C1)C)S(=O)(=O)C)C1=CC(=NC(=C1)Cl)C1=CC(=NC=C1)C(=O)NC 4-((2R,6S)-4-acryloyl-6-methyl-1-(methylsulfonyl)piperazin-2-yl)-6-chloro-N-methyl-[2,4'-bipyridine]-2'-carboxamide